5-(2-chloro-5-(isobutyrylaminomethyl)benzoylamino)-1-(3-methoxypropyl)-N-(4-(trifluoromethyl)benzyl)-1H-indole-2-carboxamide ClC1=C(C(=O)NC=2C=C3C=C(N(C3=CC2)CCCOC)C(=O)NCC2=CC=C(C=C2)C(F)(F)F)C=C(C=C1)CNC(C(C)C)=O